[S].[Li].OC(CC(=O)N[C@@H](CCCN)C(=O)O)CCCCCCCCCC(C)C N-(3-hydroxy-13-methyl-tetradecanoyl)ornithine Lithium Sulfur